C(CCCCCCCCCCC)(=O)NCCS(=O)(=O)[O-].[Na+] Natrium lauroyltaurat